N(C(=O)C)C1=CC=C(C=C1)N1CCC(CC1)C1=CN(C2=CN=CC=C21)C2=C(C(=O)N(C)C(C)C)C=C(C=C2)F (3-(1-(4-Acetaminophenyl)piperidin-4-yl)-1H-pyrrolo[2,3-c]pyridin-1-yl)-5-fluoro-N-isopropyl-N-methylbenzamide